COC1=CC2=C(N=C[C@H]3N(C2=O)CCCC3)C=C1OCCCC(=O)NC1=CC=C(C(=O)NC3=CC2=C(SC(=C2)C(=O)OC)C=C3)C=C1 methyl (S)-5-(4-(4-((2-methoxy-12-oxo-6a,7,8,9,10,12-hexahydrobenzo[e]pyrido-[1,2-a][1,4]diazepin-3-yl)oxy)butanamido)-benzamido)benzo[b]thiophene-2-carboxylate